C(C)(C)(C)OC(=O)N1C(C=CC1)C1=NC(=CN=C1)CO (6-(hydroxymethyl)pyrazin-2-yl)-2,5-dihydro-1H-pyrrole-1-carboxylic acid tert-butyl ester